(1s,2s)-2-[6-(3-bromo-4-trifluoromethyl-benzylamino)-pyridin-3-yl]Ethyl cyclopropanecarboxylate C1(CC1)C(=O)OCCC=1C=NC(=CC1)NCC1=CC(=C(C=C1)C(F)(F)F)Br